CN1NC=C2C1=C(N=C2)C (R)-1,6-dimethylpyrrolo[3,4-c]pyrazol